O1C=C(C=C1)CC(=O)N1C(CCCC1)C=1NC=C(N1)C1=CC=CC=C1 2-(furan-3-yl)-1-(2-(4-phenylimidazol-2-yl)piperidin-1-yl)ethan-1-one